C(#N)C1(CCC1)C=1C=C(C(=O)NC2=CC(=C(C=C2)C)NC2=NC=CC=C2C2=C3N=CN(C3=NC=N2)C2OCCCC2)C=CN1 2-(1-cyanocyclobutyl)-N-(4-methyl-3-((3-(9-(tetrahydro-2H-pyran-2-yl)-9H-purin-6-yl)pyridin-2-yl)amino)phenyl)isonicotinamide